6-crotonyl-L-lysine C(\C=C\C)(=O)C(CCC[C@H](N)C(=O)O)N